1-(2-methylquinolin-7-yl)ethan-1-ol CC1=NC2=CC(=CC=C2C=C1)C(C)O